C(C)(C)(C)OC(=O)N(C(OC(C)(C)C)=O)CC1=C(C(=C(C=C1)B1OC(C(O1)(C)C)(C)C)OC)[N+](=O)[O-] tert-butyl (tert-butoxycarbonyl)(3-methoxy-2-nitro-4-(4,4,5,5-tetramethyl-1,3,2-dioxaborolan-2-yl)benzyl)carbamate